O=C1N2N(C([C@H](C3=C1C=CC=C3)NC(=O)[C@@H](CNC(=O)C3=C(N=NS3)CC)CC)=O)CC3(CC3)C2 N-((R)-2-(((S)-5,11-dioxo-10,11-dihydro-1H,3H,5H-spiro[benzo[d]pyrazolo[1,2-a][1,2]diazepin-2,1'-cyclopropan]-10-yl)carbamoyl)butyl)-4-ethyl-1,2,3-thiadiazole-5-carboxamide